C=1N=CN2C1C(=CC=C2)C(=O)N2C[C@H]([C@@H](CC2)C2=CC=CC=C2)NC([C@@H](C)NS(=O)(=O)C)=O (R)-N-((3S,4S)-1-(imidazo[1,5-a]pyridine-8-carbonyl)-4-phenylpiperidin-3-yl)-2-(methylsulfonamido)propanamide